(3-methylphenyl)-γ-butyrolactone CC=1C=C(C=CC1)C1C(=O)OCC1